NC1=NN2C(N=CC=C2)=C1C(=O)N[C@@H](C)C=1C=C(C=2N(C1N1CC(S(CC1)(=O)=O)C)C=NC2)Cl 2-Amino-N-((1S)-1-(8-chloro-5-(2-methyl-1,1-dioxidothiomorpholino)imidazo[1,5-a]pyridin-6-yl)ethyl)pyrazolo[1,5-a]pyrimidin-3-carboxamid